C12CC(CC(CC1)C2)=C(C(NC2=CC=C1C(=C2)NC(C12CCOCC2)=O)=O)NC(=O)C=2N(N=CC2)C N-{1-(Bicyclo[3.2.1]octan-3-ylidene)-2-oxo-2-[(2-oxospiro-[1H-indole-3,4'-oxane]-6-yl)-amino]ethyl}-2-methylpyrazole-3-carboxamide